2-methoxy-5-(((3a,4,6,6a-tetrahydrofuro[3,4-d]isoxazol-3-yl)oxy)methyl)benzoic acid COC1=C(C(=O)O)C=C(C=C1)COC1=NOC2C1COC2